(R)-6-(3-(5-(3-hydroxy-1-methyl-2-oxopyrrolidin-3-yl)isoxazol-3-yl)phenyl)-4-(1-methyl-1H-pyrazol-5-yl)picolinamide O[C@@]1(C(N(CC1)C)=O)C1=CC(=NO1)C=1C=C(C=CC1)C1=CC(=CC(=N1)C(=O)N)C1=CC=NN1C